FC1(CN(C1)C(CN1N=CC2=NC=C(C=C21)C2=CC=C(C=C2)F)=O)F 1-(3,3-Difluoroazetidin-1-yl)-2-[6-(4-fluorophenyl)pyrazolo[4,3-b]pyridin-1-yl]ethanone